BrC1=NN=C(S1)NC(OC(C)(C)C)=O tert-butyl (5-bromo-1,3,4-thiadiazol-2-yl)carbamate